acetyl-2',3',4',5'-tetrahydro-[1,1'-biphenyl] C(C)(=O)C1=C(C=CC=C1)C=1CCCCC1